methyl 6-[1-(5-chloropyrimidin-2-yl)-2-ethoxy-2-oxo-ethyl]-2-(3,4-dichlorophenyl)-1-ethyl-4-oxo-pyridine-3-carboxylate ClC=1C=NC(=NC1)C(C(=O)OCC)C1=CC(C(=C(N1CC)C1=CC(=C(C=C1)Cl)Cl)C(=O)OC)=O